1-(4-acetyl-2-isopropylpyridin-3-yl)-7-chloro-6-fluoropyrido[2,3-d]pyrimidine-2,4(1H,3H)-dione C(C)(=O)C1=C(C(=NC=C1)C(C)C)N1C(NC(C2=C1N=C(C(=C2)F)Cl)=O)=O